C[Si](O[Si](C=C)(C)C)(C)C pentamethyl-monovinyl-disiloxane